(R*)-N-((R)-6-(2-chloro-5-fluorophenyl)-2,2-difluoro-8-oxo-7,8-dihydro-6H-[1,3]dioxolo[4,5-e]isoindol-5-yl)-5-fluoro-3-hydroxy-3-(trifluoromethyl)indoline-1-carboxamide ClC1=C(C=C(C=C1)F)[C@@H]1NC(C2=C3C(=CC(=C12)NC(=O)N1C[C@](C2=CC(=CC=C12)F)(C(F)(F)F)O)OC(O3)(F)F)=O |o1:22|